Methyl 2-(4-chlorophenyl)-6-isopropyl-3-oxo-2,3,4,5-tetrahydropyridazine-4-carboxylate ClC1=CC=C(C=C1)N1N=C(CC(C1=O)C(=O)OC)C(C)C